[Al+3].CC(CC(C)=O)=O (2,4-pentanedione) aluminum (III)